2,5-di-n-nonylphenol C(CCCCCCCC)C1=C(C=C(C=C1)CCCCCCCCC)O